3-dodecyl-1-(1-ethanoyl-2,2,6,6-tetramethylpiperidin-4-yl)pyrrolidin-2,5-dione C(CCCCCCCCCCC)C1C(N(C(C1)=O)C1CC(N(C(C1)(C)C)C(C)=O)(C)C)=O